ethyl 7-bromo-6-chloro-8-fluoro-2,4-dihydroxyquinoline-3-carboxylate BrC1=C(C=C2C(=C(C(=NC2=C1F)O)C(=O)OCC)O)Cl